C(C)N(C(=O)C1=NC2=CC=CC=C2C=C1C(=O)C1=CC(NC2=CC=CC=C12)=O)CC N,N-diethyl-3-(2-oxo-1,2-dihydroquinoline-4-carbonyl)quinoline-2-carboxamide